CC1CC2=C(NN=C2C(=O)N[C@H]2COC3=C(N(C2=O)C)C=CC=C3)CO1 5-methyl-N-((S)-5-methyl-4-oxo-2,3-dihydro-1,5-benzoxazepine-3-yl)-1,4,5,7-tetrahydropyrano[3,4-c]Pyrazole-3-carboxamide